C(C1=CC=CC=C1)OC1=NC(=CC=C1C1=C(C=C(C=C1F)N1C[C@@H](CC1)C(=O)OC)F)OCC1=CC=CC=C1 methyl (R)-1-(4-(2,6-bis(benzyloxy)pyridin-3-yl)-3,5-difluorophenyl)pyrrolidine-3-carboxylate